isooctyl methylphosphonate CP(OCCCCCC(C)C)([O-])=O